FC1=CC2=C(CNC(C(C2)C(=O)OC)=O)C=C1F methyl 7,8-difluoro-3-oxo-2,3,4,5-tetrahydro-1H-benzo[c]azepine-4-carboxylate